NC1=NC(N(C=C1)CC(=O)N(CC(=O)O)CCN)=O N-(2-(4-amino-2-oxopyrimidin-1(2H)-yl)acetyl)-N-(2-aminoethyl)glycine